di(2,2-dichloroethyl) carbonate C(OCC(Cl)Cl)(OCC(Cl)Cl)=O